N-(5-((6,7-dimethoxyquinazolin-4-yl)(methyl)amino)pentyl)sulfonamide COC=1C=C2C(=NC=NC2=CC1OC)N(CCCCCNS(=O)=O)C